S(=O)(=O)(O)C1C(=O)N(C(C1)=O)OOCCS(=O)(=O)CCOON1C(C(CC1=O)S(=O)(=O)O)=O bis[2-(sulfosuccinimidyloxyoxy) ethyl] sulfone